3-[4-[3-(3-Aminopropoxy)propyl]-3-methyl-2-oxo-2,3-dihydro-1H-1,3-benzodiazol-1-yl]piperidine-2,6-dione hydrochloride Cl.NCCCOCCCC1=CC=CC=2N(C(N(C21)C)=O)C2C(NC(CC2)=O)=O